2'-(ethane-1,2-diylbis(oxy))bis(ethane-1-ol) C(COCCO)OCCO